(Z)-3-((tert-butylamino)methylene)-2-((2-cyclohexyl-oxazol-5-yl)methyl)benzopyran-4-one C(C)(C)(C)N\C=C/1\C(OC2=C(C1=O)C=CC=C2)CC2=CN=C(O2)C2CCCCC2